1-(2,6-bis(benzyloxy)pyridin-3-yl)-4-fluoro-3-methyl-5-(piperazin-1-yl)-1H-benzo[d]imidazol-2(3H)-one C(C1=CC=CC=C1)OC1=NC(=CC=C1N1C(N(C2=C1C=CC(=C2F)N2CCNCC2)C)=O)OCC2=CC=CC=C2